6-(4-fluoroanilino)purine FC1=CC=C(NC2=C3NC=NC3=NC=N2)C=C1